O1C(C=CC1=O)=O 2,5-Furandion